ClC=1C(=NC=C(C1)C(F)(F)F)C1=NOC(=N1)C(=O)Cl 3-(3-chloro-5-(trifluoromethyl)pyridine-2-yl)-1,2,4-oxadiazole-5-carbonyl chloride